2-vinylaniline C(=C)C1=C(N)C=CC=C1